2-(3-acetyl-6-(methoxycarbonyl)-1H-indol-1-yl)acetic acid C(C)(=O)C1=CN(C2=CC(=CC=C12)C(=O)OC)CC(=O)O